3-(6-Fluoro-5-(4-((1-(2-fluoro-4-(7-hydroxy-3-(3-methoxyphenyl)chroman-4-yl)phenyl)piperidin-4-yl)methyl)piperazin-1-yl)-1-oxoisoindolin-2-yl)piperidin-2,6-dion FC1=C(C=C2CN(C(C2=C1)=O)C1C(NC(CC1)=O)=O)N1CCN(CC1)CC1CCN(CC1)C1=C(C=C(C=C1)C1C(COC2=CC(=CC=C12)O)C1=CC(=CC=C1)OC)F